C(C)(C)N1[SiH2]N([SiH2]N([SiH2]1)C(C)C)C(C)C 1,3,5-triisopropylcyclotrisilazane